OC(COC1=C(C=NC=C1)C(=O)N)(C)C 4-(2-hydroxy-2-methylpropyloxy)pyridine-3-carboxamide